(S)-9-amino-4-ethyl-8-fluoro-4-hydroxy-11-(2-methoxyeth-yl)-1,12-dihydro-14H-pyrano-[3',4':6,7]indolizino[1,2-b]-quinoline-3,14(4H)-dione NC1=CC=2C(=C3C(=NC2C=C1F)C1=CC2=C(C(N1C3)=O)COC([C@]2(O)CC)=O)CCOC